ethyl 2-[4-(difluoromethyl)-7-methyl-6-(4-morpholinophenyl)indazol-2-yl]-2-(6,7-dihydro-5H-pyrrolo[1,2-c]imidazol-1-yl)acetate FC(C=1C2=CN(N=C2C(=C(C1)C1=CC=C(C=C1)N1CCOCC1)C)C(C(=O)OCC)C1=C2N(C=N1)CCC2)F